methyl 4-(7-bromo-3-cyano-9,10-dihydro-4H-benzo[d]pyrazolo[1,5-a][1,3]diazepin-2-yl)benzoate BrC1=CC2=C(NC=3N(CC2)N=C(C3C#N)C3=CC=C(C(=O)OC)C=C3)C=C1